FC1=C(C=CC(=C1)F)N=S(=O)(CC=1N=C2N(C=C(C=C2)C2=NOC(=N2)C(F)(F)F)C1)C 1-((2,4-difluorophenyl)imino)(methyl)((6-(5-(trifluoromethyl)-1,2,4-oxadiazol-3-yl)imidazo[1,2-a]pyridin-2-yl)methyl)-λ6-sulfanone